3a-(3,4-dimethoxyphenyl)-1-methyl-2,3,4,5,7,7a-hexahydroindol-6-one COC=1C=C(C=CC1OC)C12CCN(C2CC(CC1)=O)C